4-(7-(2-methyl-[1,1'-biphenyl]-3-yl)imidazo[1,2-a]pyridin-3-yl)benzaldehyde CC1=C(C=CC=C1C1=CC=2N(C=C1)C(=CN2)C2=CC=C(C=O)C=C2)C2=CC=CC=C2